BrC1=C2C(=CC(=CC2=CC=C1)B1OC(C(O1)(C)C)(C)C)C 2-(5-bromo-4-methyl-2-naphthyl)-4,4,5,5-tetramethyl-1,3,2-dioxaborolane